racemic-5-(6-(8-oxa-3-azabicyclo[3.2.1]octan-3-yl)-2-methoxypyridin-3-yl)-6-chloro-1H-indole-3-carboxylic acid C12CN(CC(CC1)O2)C2=CC=C(C(=N2)OC)C=2C=C1C(=CNC1=CC2Cl)C(=O)O